2-(2'-hydroxy-3',5-di-tert-butylphenyl)benzotriazole OC1=C(C=C(C=C1C(C)(C)C)C(C)(C)C)N1N=C2C(=N1)C=CC=C2